bis(phenylmethyl)zirconium C1(=CC=CC=C1)C[Zr]CC1=CC=CC=C1